BrC=1C=C(CN2N=C3C(=C2C2=C(C=CC=C2)F)C=NC3)C=CC1OC 2-(3-Bromo-4-methoxybenzyl)-3-(2-fluorophenyl)-2,6-dihydropyrrolo[3,4-c]pyrazole